CC1=CC=C(C=C1)N1N=C(C=C1C1=CC(=C(C(=C1)OC)OC)OC)OCC(=O)OCC ethyl {[1-(4-methylphenyl)-5-(3,4,5-trimethoxyphenyl)-1H-pyrazol-3-yl]oxy}acetate